N-((3R,4S)-4-methylpyrrolidin-3-yl)-6-(6-(1-(trifluoromethyl)cyclopropyl)imidazo[1,2-a]pyrazin-3-yl)pyridin-2-amine C[C@@H]1[C@H](CNC1)NC1=NC(=CC=C1)C1=CN=C2N1C=C(N=C2)C2(CC2)C(F)(F)F